C1=CC=CC=2C3=CC=CC=C3N(C12)C1=CC=C(C=C1)C(=O)O (4-(9H-carbazol-9-yl)phenyl)carboxylic acid